C1(=CC=CC=C1)C1=C(NC2=CC=CC=C12)C=O 3-PHENYL-1H-INDOLE-2-CARBALDEHYDE